C1CC(CCC1)N=C=N m-cyclohexyl-carbodiimide